C(C)(=O)NC1=C(C=CC=C1)C1=CC=NC2=C(C=CC=C12)O 4-(2'-Acetamidophenyl)-8-hydroxyquinoline